3-Chloro-2-(pyrrolidin-1-yl)pyridine-4-thiol sodium [Na].ClC=1C(=NC=CC1S)N1CCCC1